1,1-dimethyl-(1-methoxy)-methyl-tris(dimethylamino)tin CC(OC)(C)[Sn](N(C)C)(N(C)C)N(C)C